N1C=CC2=CC(=CC=C12)S(=O)(=O)N1CCC(CC1)C(=O)NC1=C(C=CC=C1)CC 1-((1H-indol-5-yl)sulfonyl)-N-(2-ethylphenyl)piperidine-4-carboxamide